TBDPS-butynol [Si](C1=CC=CC=C1)(C1=CC=CC=C1)(C(C)(C)C)C(C#CO)C